2-chloro-9-(1-ethoxyvinyl)-7-methyl-4H-pyrido[1,2-a]pyrimidin-4-one ClC=1N=C2N(C(C1)=O)C=C(C=C2C(=C)OCC)C